COC(=O)C1=CC=C(CC2CCN(CC2)C(=O)OC(C)(C)C)C=C1 tert-butyl 4-(4-(methoxycarbonyl)benzyl)piperidine-1-carboxylate